1H-1,2,3-triazol-4-yl-aniline N1N=NC(=C1)NC1=CC=CC=C1